(4-chlorophenyl)(2,5-dihydro-1H-pyrrol-1-yl)methanone ClC1=CC=C(C=C1)C(=O)N1CC=CC1